FC1=C(C(=CC=C1)F)C1=NC(C(NC=2SC=3CCCC3C12)=O)C 13-(2,6-difluorophenyl)-11-methyl-7-thia-9,12-diazatricyclo[6.5.0.02,6]Tridec-1(8),2(6),12-trien-10-one